tert-Butyl (6-fluoro-2-(3-((2-methoxy-4-(methylsulfonyl)phenyl)amino)prop-1-yn-1-yl)-1-(2,2,2-trifluoroethyl)-1H-indol-4-yl)(1-methylpiperidin-4-yl)carbamate FC1=CC(=C2C=C(N(C2=C1)CC(F)(F)F)C#CCNC1=C(C=C(C=C1)S(=O)(=O)C)OC)N(C(OC(C)(C)C)=O)C1CCN(CC1)C